ClC1=CC=C(C(=N1)C(C(C)(C)C)([2H])[2H])C([2H])([2H])[2H] 6-chloro-2-(1,1-dideuterio-2,2-dimethyl-propyl)-3-(trideuteriomethyl)pyridine